3,5-diphenyl-terphenyl C1(=CC=CC=C1)C=1C=C(C=C(C1)C1=CC=CC=C1)C=1C(=CC=CC1)C1=CC=CC=C1